FC=1C=CC=C2C(=CNC12)CCC(C(C)C)NC (2-(7-fluoro-1H-indol-3-yl)ethyl)-N,2-dimethylpropane-1-amine